methyl (1-{(S)-2-[(S)-3-isobutyl-4-(o-nitrophenyl sulfonyl)-2-oxo-1-piperazinyl]-4-methylvaleryl}-4-piperidyl)acetate C(C(C)C)[C@H]1C(N(CCN1S(=O)(=O)C1=C(C=CC=C1)[N+](=O)[O-])[C@H](C(=O)N1CCC(CC1)CC(=O)OC)CC(C)C)=O